N=C(CCCSCCC(=O)OCCCCCCCCC)NCCNC(CCCSCCC(=O)OCCCCCCCCC)=N dinonyl 8,13-diimino-4,17-dithia-9,12-diazaicosanedioate